BrC1=C(C=CC(=N1)C(=O)OC)O methyl 6-bromo-5-hydroxypyridine-2-carboxylate